3-(2-fluorophenyl)-5,7-dihydroxy-4H-chromen-4-one FC1=C(C=CC=C1)C1=COC2=CC(=CC(=C2C1=O)O)O